CC1N(CC=C(C1)C=1SC2=C(N1)C=CC(=C2)C2=CC1=CN(N=C1C=C2)C)C(=O)OC(C)(C)C tert-butyl 2-methyl-4-(6-(2-methyl-2H-indazol-5-yl) benzo[d]thiazol-2-yl)-3,6-dihydropyridine-1(2H)-carboxylate